4-ETHOXY-3-FLUOROPHENYLBORONIC ACID C(C)OC1=C(C=C(C=C1)B(O)O)F